FC1([C@@H]([C@@H](N(C1)C(C(C)C)=O)CC=1C(=C(C=CC1)C1=C(C(=CC=C1)F)F)F)NS(=O)(=O)C)F N-{(2S,3R)-4,4-difluoro-1-(2-methylpropanoyl)-2-[(2,2',3'-trifluoro[1,1'-biphenyl]-3-yl)methyl]pyrrolidin-3-yl}methanesulfonamide